FC=1C(=C2C(=NC(=NN2C1)NC1CCC(CC1)(O)C)OC([2H])([2H])[2H])C=1C=CC2=C(N(N=N2)CCF)C1 (1R,4R)-4-((6-fluoro-5-(1-(2-fluoroethyl)-1H-benzo[d][1,2,3]triazol-6-yl)-4-(methoxy-d3)pyrrolo[2,1-f][1,2,4]triazin-2-yl)amino)-1-methylcyclohexan-1-ol